NC1(CCC2(CN(C(N2CC2(CCC2)O)=O)C=2C=NC(=NC2)C(F)(F)F)CC1)C1=CC=CC=C1 cis-8-amino-1-[(1-hydroxy-cyclobutyl)-methyl]-8-phenyl-3-[2-(trifluoromethyl)-pyrimidin-5-yl]-1,3-diazaspiro[4.5]decan-2-one